OC1=C(C=C(C=C1)NS(=O)(=O)C1=CC=C(C=C1)C)N1N=NC=C1 N-(4-hydroxy-3-(1H-1,2,3-triazol-1-yl)phenyl)-4-methylbenzenesulfonamide